C(=O)OC\C=C(/CCC=C(C)C)\C (Z)-3,7-dimethyloct-2,6-dien-1-yl formate